C[C@@H](CCC)[C@H](CCCC)O (4S,5S)-4-Methylnonan-5-ol